C1(=CC=CC=C1)C(CC(=NC1=C(C=CC=C1C(C)C)C(C)C)C1=CC=CC=C1)=NC1=CC=CC=C1 1,3-diphenyl-1-phenylimino-3-(2,6-diisopropylphenylimino)propane